S1C2=C(C=C1NC(C1=C(C=CC=C1)NS(=O)(=O)C1=CC=C(C=C1)CCCC)=O)C=CC=C2 N-(Benzo[b]thiophen-2-yl)-2-((4-butylphenyl)sulfonamido)benzamid